FC(C(F)(F)F)(C=1N=C(C2=C(N1)N1C(C=C2)=NC(=C1)C=1OC=NN1)C(C(F)(F)F)(F)F)F 2-(2,4-bis(perfluoroethyl)imidazo[1',2':1,6]pyrido[2,3-d]pyrimidin-8-yl)-1,3,4-oxadiazole